CN1N=C(C(=C1)[N+](=O)[O-])NC=1C=NC(=NC1)OC1=CC=CC2=C1C1(CC1)CO2 N-(1-methyl-4-nitro-pyrazol-3-yl)-2-spiro[2H-benzofuran-3,1'-cyclopropane]-4-yloxy-pyrimidin-5-amine